N-[2-amino-4-(2-bromoethoxy)-6-(trifluoromethyl)phenyl]-3-thietanecarboxamide NC1=C(C(=CC(=C1)OCCBr)C(F)(F)F)NC(=O)C1CSC1